(E)-N-((1,2,3,5,6,7-hexahydro-s-indacen-4-yl)carbamoyl)-3-(isopropyl-(methyl)amino)-3-methylbut-1-en-1-sulfonamide C1CCC2=C(C=3CCCC3C=C12)NC(=O)NS(=O)(=O)\C=C\C(C)(C)N(C)C(C)C